(S)-6-chloro-4-(1-hydroxyethyl)-1,5-naphthyridine-3-amine hemi-D-(-)-tartrate C(=O)(O)[C@@H](O)[C@H](O)C(=O)O.ClC=1N=C2C(=C(C=NC2=CC1)N)[C@H](C)O.ClC=1N=C2C(=C(C=NC2=CC1)N)[C@H](C)O